2-(8,9-difluoro-1-(((R)-1-(4-methoxyphenyl)ethyl)(methyl)amino)-6-oxo-1,2,4,6-tetrahydro-5H-pyrano[3,4-c]isoquinolin-5-yl)ethyl acetate C(C)(=O)OCCN1C(C=2C=C(C(=CC2C2=C1COCC2N(C)[C@H](C)C2=CC=C(C=C2)OC)F)F)=O